((2,6-dimethylpyridin-3-yl)oxy)-1H-1,2,3-triazole-4-carboxylic acid CC1=NC(=CC=C1ON1N=NC(=C1)C(=O)O)C